[Eu+3].N1=CC=CC2=CC=C3C=CC=NC3=C12 (1,10-phenanthroline) europium(III)